C(CCC)PC1=C(C=CC=C1)C1=C(C=CC=C1)C butylphosphino-2'-methyl-biphenyl